N1=C(C(=CC=C1)C(=O)N1CCC(CC1)(C#N)[C@H](C)C1=CC=C(C=C1)C(F)(F)F)C1=CC=NC=C1 (R)-1-([2,4'-bipyridine]-3-carbonyl)-4-(1-(4-(trifluoromethyl)phenyl)ethyl)piperidine-4-carbonitrile